C[Si](C)(C)[Al][Si](C)(C)C bistrimethylsilylaluminum